FC(OC=1C=C(C=NC1)N(S(=O)(=O)CC(C)C)CC=1SC(=CN1)C=1OC(=NN1)C(F)F)F N-[5-(difluoromethoxy)pyridin-3-yl]-N-({5-[5-(difluoromethyl)-1,3,4-oxadiazol-2-yl]-1,3-thiazol-2-yl}methyl)-2-methylpropane-1-sulfonamide